Butylimidazolium Chloride CCCC[N+]1=CNC=C1.[Cl-]